C(C)(=O)NC1=C(C=CC=C1)B1OC(C)(C)C(C)(C)O1 2-Acetylaminophenylboronic acid pinacol ester